COC1=C(C=CC=C1C)OB(O)O (2-methoxy-3-methylphenyl)boric acid